4-bromo-5-((1-methylpiperidin-4-yl)thio)furo[2,3-c]pyridine-2-carbonitrile BrC1=C2C(=CN=C1SC1CCN(CC1)C)OC(=C2)C#N